imidazo[1,2-c]quinazolin-5-amine N=1C=CN2C(=NC=3C=CC=CC3C21)N